ClC1=CN=C(N1C1=CC(=C(C=C1)F)Cl)CN(C1=NC(=CC(=C1)C(F)(F)F)C)C=1NC=CN1 N-((5-chloro-1-(3-chloro-4-fluorophenyl)-1H-imidazol-2-yl)methyl)-N-(1H-imidazol-2-yl)-6-methyl-4-(trifluoromethyl)pyridin-2-amine